C(CCC)OC1=CC=C(C=C1)CCC[C@@H](C(=O)O)N1CCN(CCN(CCN(CC1)CC(=O)O)CC(=O)O)CC(=O)O (2S)-5-(4-Butoxyphenyl)-2-[4,7,10-tris(carboxymethyl)-1,4,7,10-tetraazacyclododec-1-yl]pentanoic acid